ClC=1C(=NC=CC1C1=C(C(=CC=C1)NC(C1=NC=C(C=C1)C=O)=O)Cl)C1=CC(=C(CN(C(OC(C)(C)C)=O)C[C@H]2NC(CC2)=O)C=C1)OC tert-Butyl (S)-(4-(3-chloro-4-(2-chloro-3-(5-formylpicolinamido)phenyl)pyridin-2-yl)-2-methoxybenzyl)((5-oxopyrrolidin-2-yl)methyl)carbamate